4-(2,2-dimethyl-1,3-dioxacyclopentane-4-yl)-1H-pyrazolo[3,4-b]pyridine-3-carbonitrile CC1(OCC(O1)C1=C2C(=NC=C1)NN=C2C#N)C